(R)-1-(4-(2-(6-((3R,5R)-3-Amino-5-fluoropiperidine-1-carbonyl)-4-fluoro-3-methylpyrazolo[1,5-a]pyridin-2-yl)-1-(cyclopropylmethyl)-1H-indol-7-yl)piperidin-1-yl)-2-methoxypropan-1-one N[C@H]1CN(C[C@@H](C1)F)C(=O)C=1C=C(C=2N(C1)N=C(C2C)C=2N(C1=C(C=CC=C1C2)C2CCN(CC2)C([C@@H](C)OC)=O)CC2CC2)F